CSC1=C(C(=CC(=C1)SC)SC)N1C(CC(CC1(C)C)=O)(C)C 1-(2,4,6-trimethylthiophenyl)-2,2,6,6-tetramethylpiperidin-4-one